CN1CC2=CC=C(C=C2C=C1)Cl 2-methyl-6-chloroisoquinoline